N-Furfuryladenine C(C1=CC=CO1)NC1=C2NC=NC2=NC=N1